ethyl 1-[3-[(Z)-1-acetyl-2-hydroxy-prop-1-enyl]pyrazolo[1,5-a]pyridin-5-yl]-3-methoxy-pyrazole-4-carboxylate C(C)(=O)\C(=C(\C)/O)\C=1C=NN2C1C=C(C=C2)N2N=C(C(=C2)C(=O)OCC)OC